CN(CC=CC(=O)N1CC(N(CC1)C1=CC=C(S1)CCNC(CCOCCOCCOCCOCCOCC)=O)=O)C N-(2-(5-(4-(4-(dimethylamino)but-2-enoyl)-2-oxopiperazin-1-yl)thiophen-2-yl)ethyl)-3,6,9,12,15-pentaoxaoctadecan-18-amide